FC1(OC2=C(O1)C=CC=C2C2CCN(CC2)C(CN2N=C(C1=C2CCC1)C(=O)N1C[C@H](O[C@H](C1)C)C)=O)F 1-[4-(2,2-Difluoro-2H-1,3-benzodioxol-4-yl)piperidin-1-yl]-2-{3-[(2R,6S)-2,6-dimethylmorpholin-4-carbonyl]-5,6-dihydrocyclopenta[c]pyrazol-1(4H)-yl}ethan-1-on